2-((5-(3-cyclopropyl-1,2,4-oxadiazol-5-yl)-2-methylphenyl)amino)-1-(4-(2-hydroxy-2-methylpropoxy)indolin-1-yl)ethan-1-one C1(CC1)C1=NOC(=N1)C=1C=CC(=C(C1)NCC(=O)N1CCC2=C(C=CC=C12)OCC(C)(C)O)C